methyl 2-pyridyl disulfide N1=C(C=CC=C1)SSC